N-(4-cyclopropylphenyl)-2-(2-pyridylmethyl)piperidine-1-carboxamide C1(CC1)C1=CC=C(C=C1)NC(=O)N1C(CCCC1)CC1=NC=CC=C1